4-{3-[4-(1H-benzimidazol-1-yl)benzyl]-6-[2-fluoro-1-(fluoromethyl)ethoxy]-2,4-dioxo-3,4-dihydroquinazolin-1(2H)-yl}piperidine-1-carbaldehyde N1(C=NC2=C1C=CC=C2)C2=CC=C(CN1C(N(C3=CC=C(C=C3C1=O)OC(CF)CF)C1CCN(CC1)C=O)=O)C=C2